Tert-butyl 7-(1-benzyl-3,3-difluoro-2,6-dihydropyridin-4-yl)-2,7-diazaspiro[3.5]nonane-2-carboxylate C(C1=CC=CC=C1)N1CC(C(=CC1)N1CCC2(CN(C2)C(=O)OC(C)(C)C)CC1)(F)F